2-methoxy-5-methyl-4-(1-methyl-1,2,3,6-tetrahydropyridine-4-yl)aniline COC1=C(N)C=C(C(=C1)C=1CCN(CC1)C)C